N-(3-(5-chloro-2-(difluoromethoxy)phenyl)-1-(2-(1-methylpiperidin-4-ylidene)ethyl)-1H-pyrazol-4-yl)pyrazolo[1,5-a]pyrimidine-3-carboxamide ClC=1C=CC(=C(C1)C1=NN(C=C1NC(=O)C=1C=NN2C1N=CC=C2)CC=C2CCN(CC2)C)OC(F)F